ClC=1C=C(C=CC1)N(C(CCC1=NC(=NO1)C1=CC=C(C=C1)OC)=O)CC N-(3-chlorophenyl)-N-ethyl-3-{3-(4-methoxyphenyl)-1,2,4-oxadiazol-5-yl}propanamide